(4R)-4-[3-[7-[[2-Fluoro-4-(trifluoro-methyl)phenyl]methyl]-2,7-diazaspiro[3.5]nonan-2-yl]-3-oxo-propyl]oxazolidin-2-one FC1=C(C=CC(=C1)C(F)(F)F)CN1CCC2(CN(C2)C(CC[C@H]2NC(OC2)=O)=O)CC1